iridium (III) tetrakis(1-pyrazolyl)borate N1(N=CC=C1)[B-](N1N=CC=C1)(N1N=CC=C1)N1N=CC=C1.[Ir+3].N1(N=CC=C1)[B-](N1N=CC=C1)(N1N=CC=C1)N1N=CC=C1.N1(N=CC=C1)[B-](N1N=CC=C1)(N1N=CC=C1)N1N=CC=C1